ClC1=C(C(=CC=C1)Cl)C=1C(C2=C(N=C(N=C2)NC=2C=NC(=NC2)N2CCN(CC2)C)N(C1)C)=O 6-(2,6-dichlorophenyl)-8-methyl-2-{[2-(4-methylpiperazin-1-yl)pyrimidin-5-yl]amino}pyrido[2,3-d]pyrimidin-5(8H)-one